E-2-hydroxyethyl methacrylate C(C(=C)C)(=O)OCCO